2-(7-Chloro-2,3-dihydro-benzo[1,4]dioxin-6-yl)-ethylamine ClC=1C(=CC2=C(OCCO2)C1)CCN